methyl 3-(7-chloro-8-fluoro-2-(((2R,7aS)-2-fluorotetrahydro-1H-pyrrolizin-7a(5H)-yl)methoxy)pyrido[4,3-d]pyrimidin-4-yl)-3-azabicyclo[3.2.1]octane-1-carboxylate ClC1=C(C=2N=C(N=C(C2C=N1)N1CC2(CCC(C1)C2)C(=O)OC)OC[C@]21CCCN1C[C@@H](C2)F)F